7'-(3-((2-Chlorobenzyl)oxy)phenyl)-2'-oxo-1',4'-dihydro-2'H-spiro[pyrrolidine-3,3'-quinoline]-1-carbonitrile ClC1=C(COC=2C=C(C=CC2)C2=CC=C3CC4(C(NC3=C2)=O)CN(CC4)C#N)C=CC=C1